6-[3-ethylsulfonyl-6-(trifluoromethyl)imidazo[1,2-a]pyridin-2-yl]-2,2-difluoro-5H-[1,3]dioxolo[4,5-f]isoindol-7-one (trans-4-ethylcyclohexanecarboxamido)-benzoate C(C)[C@@H]1CC[C@H](CC1)C(=O)NC1=C(C(=O)O)C=CC=C1.C(C)S(=O)(=O)C1=C(N=C2N1C=C(C=C2)C(F)(F)F)N2CC=1C=C3C(=CC1C2=O)OC(O3)(F)F